BrC1=CC2=CC=C(C=C2C=C1)OCCOCCOC 2-bromo-6-(2-(2-methoxyethoxy)ethoxy)naphthalene